C(C)(CC)OC(N(N1CCCCC1)CCO)=O (2-hydroxyethyl)-piperidinyl-carbamic acid sec-butyl ester